(6aR,9R)-Lysergic Acid OC(=O)[C@H]1CN(C)[C@@H]2CC3=CNC4=CC=CC(C2=C1)=C34